pyridine-3-formamide N1=CC(=CC=C1)C(=O)N